ClC1=C(C=CC=C1)[C@@H](C)OC(=O)NC1=C(C=NN1C)C1=CC=C(C(=N1)C)C#CC1(CC1)CC(=O)O (R)-2-(1-((6-(5-(((1-(2-chlorophenyl)ethoxy)carbonyl)amino)-1-methyl-1H-pyrazol-4-yl)-2-methylpyridin-3-yl)ethynyl)cyclopropyl)acetic acid